COC1=C[C@@]23CCCN3CCC3C=C4C(=CC=3[C@@H]2[C@@H]1O)OCO4 cephalotaxine